[N+](=O)([O-])C1=C(N)C=C(C=C1)C(F)(F)F 2-Nitro-5-(trifluoromethyl)aniline